5-((R)-1-Acetoxy-2,2,2-trifluoroethyl)-2-(2-amino-6-chloro-8-oxo-7-(prop-2-yn-1-yl)-7,8-dihydro-9H-purin-9-yl)-4-fluorotetrahydrofuran-3-yl acetate C(C)(=O)OC1C(OC(C1F)[C@H](C(F)(F)F)OC(C)=O)N1C2=NC(=NC(=C2N(C1=O)CC#C)Cl)N